1-(2-Hydroxy-6-(5-(4-(hydroxymethyl)phenyl)-1H-imidazol-2-yl)piperidin-1-yl)-2-(methylsulfanyl)propan-1-one OC1N(C(CCC1)C=1NC(=CN1)C1=CC=C(C=C1)CO)C(C(C)SC)=O